6-(4,4,5,5-tetramethyl-[1,3,2]dioxaborolan-2-yl)-naphthalen-2-yloxyl-acetic acid ethyl ester C(C)OC(COC1=CC2=CC=C(C=C2C=C1)B1OC(C(O1)(C)C)(C)C)=O